[I-].NCC1=[N+](C2=C(N1CC)C=C(C=C2)OC)C 2-(aminomethyl)-1-ethyl-6-methoxy-3-methyl-1H-1,3-benzodiazol-3-ium iodide